4-(2-fluoro-6-methoxyphenyl)-2-(6-((3r,4r)-3-hydroxy-4-(4-methylpiperazin-1-yl)pyrrolidin-1-yl)pyridin-2-yl)-2,3-dihydro-1H-pyrrolo[3,4-c]pyridin-1-one FC1=C(C(=CC=C1)OC)C1=NC=CC2=C1CN(C2=O)C2=NC(=CC=C2)N2C[C@H]([C@@H](C2)N2CCN(CC2)C)O